FC1=C(C=C(C=C1)NC(=O)C=1N(C=C2C1OC[C@@H]1[C@](NS2(=O)=O)(CN(C1)CC1=CC=C(C=C1)OC)C)C)C cis-N-(4-fluoro-3-methylphenyl)-2-(4-methoxybenzyl)-3a,7-dimethyl-2,3,3a,4,10,10a-hexahydro-1H,7H-dipyrrolo[3,4-b:3',4'-f][1,4,5]oxathiazocine-8-carboxamide 5,5-dioxide